(R)-3-methyl-3-(3-(3-((4-(trifluoromethyl)phenyl)amino)pyridin-2-yl)-1H-pyrazol-5-yl)pyrrolidin-2-one C[C@]1(C(NCC1)=O)C1=CC(=NN1)C1=NC=CC=C1NC1=CC=C(C=C1)C(F)(F)F